ClC1=CC=C2C=CC(=C(C2=C1)OCC1=CC=C(C=C1)C(F)(F)F)C(=O)N[C@H](C(=O)OC)C(C)(C)C methyl (S)-2-(7-chloro-1-((4-(trifluoromethyl)benzyl)oxy)-2-naphthamido)-3,3-dimethylbutanoate